[N+](=O)([O-])C1=C(C=CC=C1)C1=C(NC=C1C(=O)NCC1=CC=NC=C1)C1=CC=C(C=C1)C(F)(F)F (2-Nitrophenyl)-N-(pyridin-4-ylmethyl)-2-(4-(trifluoromethyl)phenyl)Azole-4-carboxamide